1H,2H,3H,4H-pyrrolo[1,2-a]pyrazine-2-carboxylate C1C=2N(CCN1C(=O)[O-])C=CC2